ClC1=C2C=NN(C2=CC(=C1)C(=O)O)C 4-chloro-1-methyl-1H-indazole-6-carboxylic acid